COC1(C(C=CC=C1)C(C)=O)OC 2,2-dimethoxyphenyl-ethanone